COC(=O)C=1C=C2C=CC(=NC2=CC1)C1CC(CCC1)CO 2-(3-(Hydroxymethyl)cyclohexyl)quinoline-6-carboxylic acid methyl ester